N-(4-methyl-3-((3-(9-(tetrahydro-2H-pyran-2-yl)-9H-purin-6-yl)pyridin-2-yl)amino)phenyl)-2-((R)-3-(trifluoromethyl)pyrrolidin-1-yl)acetamide CC1=C(C=C(C=C1)NC(CN1C[C@@H](CC1)C(F)(F)F)=O)NC1=NC=CC=C1C1=C2N=CN(C2=NC=N1)C1OCCCC1